C1(CC1)C=1C(=CC(N2C(=C(SC12)C=1N=NNC1)C(=O)O)=O)CC1=CC=CC2=CC=CC=C12 5-cyclopropyl-4-[(1-naphthyl)methyl]-2-oxo-8-(1H-1,2,3-triazol-4-yl)-7-thia-1-azabicyclo[4.3.0]non-3,5,8-triene-9-carboxylic acid